2-[[4-[3-Chloro-6-[(4-cyano-2-fluoro-phenyl)methoxy]-2-pyridinyl]-2-fluoro-phenyl]methyl]-3-(2-methoxyethyl)benzimidazole-5-carboxylic acid ClC=1C(=NC(=CC1)OCC1=C(C=C(C=C1)C#N)F)C1=CC(=C(C=C1)CC=1N(C2=C(N1)C=CC(=C2)C(=O)O)CCOC)F